C1(CCCC1)C#CC=1C=C(C=CC1)C=1C(=C(NC1)CC1CC1)CC1=CC(=C(C=C1)S(=O)(=O)N=CN(C)C)F N'-[4-[[4-[3-(2-cyclopentylethynyl)phenyl]-2-(cyclopropylmethyl)-1H-pyrrol-3-yl]methyl]-2-fluoro-phenyl]sulfonyl-N,N-dimethyl-formamidine